2-(1-benzyl-3-(3-chlorophenyl)azetidine-3-carbonyl)-N-methylhydrazinecarbothioamide C(C1=CC=CC=C1)N1CC(C1)(C(=O)NNC(NC)=S)C1=CC(=CC=C1)Cl